1-butyl-imidazole bis(trifluoromethanesulfonyl)imide salt [N-](S(=O)(=O)C(F)(F)F)S(=O)(=O)C(F)(F)F.C(CCC)N1C=NC=C1